COCC(=O)OC(C(C)F)C1=NC=CC=C1S(=O)(=O)NC(=O)NC1=NC(=CC(=N1)OC)OC 1-[3-[[[[(4,6-dimethoxy-2-pyrimidinyl)-amino]carbonyl]amino]sulfonyl]-2-pyridinyl]-2-fluoropropyl methoxyacetate